S1C2=C(C(=C1)CNC(=O)C1N(CCN(C1)C=1C=3C(N=CN1)=NN(C3)C3=CC=C(C=C3)C(F)(F)F)C)C=CC=C2 N-(benzo[b]thiophen-3-ylmethyl)-1-methyl-4-(2-(4-(trifluoromethyl)phenyl)-2H-pyrazolo[3,4-d]pyrimidin-4-yl)piperazine-2-carboxamide